OC1N([C@H](CC1)C(C)C)C(=O)OC(C)(C)C Tert-butyl (5R)-2-hydroxy-5-isopropylpyrrolidine-1-carboxylate